(Z)-4-azidobut-2-en-1-ol N(=[N+]=[N-])C\C=C/CO